3-Chloro-propionyl chloride ClCCC(=O)Cl